N-(5-Bromo-1H-indazol-4-yl)-2-[[4-methyl-1-[2-(4-methylpiperazin-1-yl)-2-oxo-ethyl]pyrazol-3-yl]amino]thiazole-5-carboxamide BrC=1C(=C2C=NNC2=CC1)NC(=O)C1=CN=C(S1)NC1=NN(C=C1C)CC(=O)N1CCN(CC1)C